O[C@@H](C(=O)NC1=CC2=C(C=N1)C=C(N2)C2=CC(=NC=C2)C)C (R)-2-hydroxy-N-(2-(2-methylpyridin-4-yl)-1H-pyrrolo[3,2-c]pyridin-6-yl)propionamide